1,3-Divinyltetramethyldisiloxane C(=C)[Si](O[Si](C=C)(C)C)(C)C